ClC=1C=C(C=C(C1)Cl)N1CCN(CC1)CC=1C=C2C(N(C(C2=CC1)=O)C1C(NC(CC1)=O)=O)=O 5-((4-(3,5-dichlorophenyl)piperazin-1-yl)methyl)-2-(2,6-dioxopiperidin-3-yl)isoindoline-1,3-dione